3,5-diamino-N-(cis-4-tert-amylcyclohexyl)benzamide NC=1C=C(C(=O)N[C@@H]2CC[C@@H](CC2)C(C)(C)CC)C=C(C1)N